FC1=C(C=CC(=C1)F)C1=NN=C(S1)C(=O)OCC ethyl 5-(2,4-difluorophenyl)-1,3,4-thiadiazole-2-carboxylate